ClC=1C(=NC=CC1NC(=O)C1=NC(=CC=C1)N1C=NC=C1)C N-(3-chloro-2-methylpyridin-4-yl)-6-imidazol-1-ylpyridine-2-carboxamide